C1(=CC=CC=C1)C1(CCNCC1)C(=O)OC methyl 4-phenylpiperidine-4-carboxylate